C1(CCCC1)C=1C=C(CONC(C2=CC(=C(C(=C2)C)OC[C@H]2OC(OC2)(C)C)CC)=N)C=C(N1)OC (R)-N-((2-cyclopentyl-6-methoxyisonicotinyl)oxy)-4-((2,2-dimethyl-1,3-dioxolan-4-yl)methoxy)-3-ethyl-5-methylbenzamidine